7-methoxy-8-(2-methyl-propenyl)-1-thiophen-3-yl-1,4-dihydro-chromeno[4,3-c]pyrazole-3-carboxylic acid [3-(cyclobutanecarbonyl-amino)-propyl]-amide C1(CCC1)C(=O)NCCCNC(=O)C=1C2=C(N(N1)C1=CSC=C1)C=1C=C(C(=CC1OC2)OC)C=C(C)C